triethoxypropyl-azidosilane C(C)OC(CC[SiH2]N=[N+]=[N-])(OCC)OCC